C1(=CC(=CC=C1)C=1OCC(N1)C1=CC=CC=C1)C=1OCC(N1)C1=CC=CC=C1 2,2'-m-phenylene-bis(4-phenyl-2-oxazoline)